1-[4-[[3-(4-methylpiperazin-1-yl)propyl]methoxymethylsilyl]phenyl]-1-phenylethylene CN1CCN(CC1)CCC[SiH](C1=CC=C(C=C1)C(=C)C1=CC=CC=C1)COC